2-chloro-4-((2-(trifluoromethyl)-phenyl)amino)pyrimidine-5-carboxamide ClC1=NC=C(C(=N1)NC1=C(C=CC=C1)C(F)(F)F)C(=O)N